Cl.C[C@@H]1C[C@H](CN1)O (3R,5R)-5-methylpyrrolidin-3-ol hydrochloride